BrC1=C(N(C=2C1=NC(=C(C2)C)N=C(C2=CC=CC=C2)C2=CC=CC=C2)COCC[Si](C)(C)C)C(=O)O 3-bromo-5-((diphenylmethylene)amino)-6-methyl-1-((2-(trimethylsilyl)ethoxy)methyl)-1H-pyrrolo[3,2-b]pyridine-2-carboxylic acid